methyl 5-(1-((tert-butoxycarbonyl) amino) ethyl)-4-methoxy-2-((2-(trimethylsilyl) ethoxy) methyl)-2H-indazole-7-carboxylate C(C)(C)(C)OC(=O)NC(C)C1=C(C2=CN(N=C2C(=C1)C(=O)OC)COCC[Si](C)(C)C)OC